2-(4-iodo-2-pyridinyl)-2-methyl-propionamide IC1=CC(=NC=C1)C(C(=O)N)(C)C